ClC=1C=C(C=CC1)N1C=NN=C1N1CCCC1 4-(3-chlorophenyl)-5-(pyrrolidin-1-yl)-4H-1,2,4-triazol